2-Ethyl-3-(2'-methylphenyl)propan-1-ol C(C)C(CO)CC1=C(C=CC=C1)C